NC1=C(C(=NN1C(C)C)C1=CC=C(C=C1)C(C(=O)NC1=CC(=NO1)C(C(F)(F)F)(C)C)C)C#N 2-[4-(5-Amino-4-cyano-1-isopropylpyrazol-3-yl)phenyl]-N-[3-(1,1,1-trifluoro-2-methylpropan-2-yl)-1,2-oxazol-5-yl]propanamide